tert-butyl (3S,4S)-3-[[6-[6-(3,3-difluoropyrrolidin-1-yl)imidazo[1,2-a]pyrazin-3-yl]-2-pyridyl]amino]-4-fluoro-pyrrolidine-1-carboxylate FC1(CN(CC1)C=1N=CC=2N(C1)C(=CN2)C2=CC=CC(=N2)N[C@H]2CN(C[C@@H]2F)C(=O)OC(C)(C)C)F